2-amino-4-(2-fluoro-5-(pyridin-3-yl)phenyl)-6-(piperidin-1-yl)pyridine-3,5-dicarbonitrile NC1=NC(=C(C(=C1C#N)C1=C(C=CC(=C1)C=1C=NC=CC1)F)C#N)N1CCCCC1